2-(butylsulfanyl)pyrimidine-4,6-diol C(CCC)SC1=NC(=CC(=N1)O)O